NC1=NC(=NC2=C1N=C(N=C2C)C=2C=C(C=CC2)C#C[C@]2(C(N(CC2)C)=O)O)C (R)-3-((3-(8-Amino-4,6-dimethylpyrimido[5,4-d]pyrimidin-2-yl)phenyl)ethynyl)-3-hydroxy-1-methylpyrrolidin-2-one